2-methyltetrahydro-2H-pyran-2-carboxylate CC1(OCCCC1)C(=O)[O-]